N(=[N+]=[N-])CCOCCOCCOCCOCCOCCOCCC(=O)N[C@@H](CCCCNC(=O)OC(C)(C)C)C(=O)N[C@@H](CCCCNC(=O)OCC1=CC=CC=C1)C(=O)OC(C)(C)C tert-Butyl N2-(N2-(1-azido-3,6,9,12,15,18-hexaoxahenicosan-21-oyl)-N6-(tert-butoxycarbonyl)-L-lysyl)-N6-((benzyloxy)carbonyl)-L-lysinate